2,3-dihydro-1H-benzo[e]indol-5-yl dihydrogen phosphate P(=O)(OC=1C2=C(C=3CCNC3C1)C=CC=C2)(O)O